C(C)C=1C(=NNC1)[C@H](N)C1(CCCC1)C (R)-(4-Ethyl-1H-pyrazol-3-yl)(1-methylcyclopentyl)methanamine